N-(2-(1H-indol-3-yl)ethyl)-N-isopropylpropan-2-amine N1C=C(C2=CC=CC=C12)CCN(C(C)C)C(C)C